CC12OCCN(C2C1)C(=O)OO[Si](C(C)C)(C(C)C)C(C)C [tris(propan-2-yl)silyl]oxy (methyl)-2-oxa-5-azabicyclo[4.1.0]heptane-5-carboxylate